3-(5-(5-(tert-butoxycarbonyl)-4,5,6,7-tetrahydrothieno[3,2-c]pyridin-2-yl)-3-hydroxypicolinamido)-2,2-dimethylpropanoic acid C(C)(C)(C)OC(=O)N1CC2=C(CC1)SC(=C2)C=2C=C(C(=NC2)C(=O)NCC(C(=O)O)(C)C)O